tert-butyl (((1r,4r)-4-((2-(4-(4-((2-((S)-2-cyano-4,4-difluoropyrrolidin-1-yl)-2-oxoethyl)carbamoyl)pyridin-3-yl)phenoxy)ethyl)carbamoyl) cyclohexyl)methyl)carbamate C(#N)[C@H]1N(CC(C1)(F)F)C(CNC(=O)C1=C(C=NC=C1)C1=CC=C(OCCNC(=O)C2CCC(CC2)CNC(OC(C)(C)C)=O)C=C1)=O